C(CCCCCCCCCCC)C1=C(C=CC=C1)C(Cl)(C1=C(C=CC=C1)CCCCCCCCCCCC)C1=C(C=CC=C1)CCCCCCCCCCCC tris(dodecylphenyl)chloromethane